N,N-dimethyl-N-cetyl-N-(2-hydroxyethyl)ammonium chloride [Cl-].C[N+](CCO)(CCCCCCCCCCCCCCCC)C